COC(C(CC1C(NC2(C1)CCCCC2)=O)NC([C@H](CC2CCCCC2)NC(=O)C=2NC1=CC=CC=C1C2)=O)=O.C2=CC=CC=1C3=CC=CC=C3N(C21)C=2C=C(C=CC2)N2NC(=CC(=N2)C2=CC(=CC=C2)N2C1=CC=CC=C1C=1C=CC=CC21)C2=CC(=CC=C2)N2C1=CC=CC=C1C=1C=CC=CC21 2,4,6-tris[3-(carbazole-9-yl)phenyl]Triazine methyl-2-((S)-3-cyclohexyl-2-(1H-indole-2-carboxamido)propanamido)-3-(2-oxo-1-azaspiro[4.5]decan-3-yl)propanoate